ClC=1C=C(C=C(C1F)Cl)C1(CC(=NO1)N1CC=2C=NC(=CC2C1)C(=O)NCC1=C(C=C(C=C1)F)C(F)(F)F)C(F)(F)F 2-(5-(3,5-dichloro-4-fluorophenyl)-5-(trifluoromethyl)-4,5-dihydroisoxazol-3-yl)-N-(4-fluoro-2-(trifluoromethyl)benzyl)-2,3-dihydro-1H-pyrrolo[3,4-c]pyridine-6-carboxamide